COCCN1CCC(CC1)C1=CC=C(C=C1)C1=CC(=C(S1)C(=O)N1C[C@H](CC1)NC(OC(C)(C)C)=O)C tert-butyl (S)-(1-(5-(4-(1-(2-methoxyethyl)piperidin-4-yl)phenyl)-3-methylthiophene-2-carbonyl)pyrrolidin-3-yl)carbamate